ClC1=C(C=C(C(=N1)NC(C(C)(C)C)=O)S(=O)(=O)C)C#CC N-(6-chloro-3-(methylsulfonyl)-5-(1-propyn-1-yl)pyridin-2-yl)trimethylacetamide